C1(CC1)NC=1N=CC2=C(N1)N(C(C(=C2)OC2=C(C=CC=C2)F)=O)C 2-(cyclopropylamino)-6-(2-fluorophenoxy)-8-methylpyrido[2,3-d]pyrimidin-7(8H)-one